ClC1=C(C=CC=C1C1=C(C(=NC=C1)C1=CC=C2C(=CN(C2=C1)C)CNC[C@H](C)O)Cl)C1=CC=C(C(=N1)OC)CNC[C@@H]1CCC(N1)=O (5S)-5-[[[6-[2-Chloro-3-[3-chloro-2-[3-[[[(2S)-2-hydroxypropyl]amino]methyl]-1-methyl-indol-6-yl]-4-pyridyl]phenyl]-2-methoxy-3-pyridyl]methylamino]methyl]pyrrolidin-2-one